C(CCC)[Sn](C1=NC=CC(=C1)OCC(F)(F)F)(CCCC)CCCC 2-(tributylstannyl)-4-(2,2,2-trifluoroethoxy)pyridine